1-[1-[6-(difluoromethyl)-3-methoxy-pyridazin-4-yl]ethyl]pyrazol-4-amine FC(C1=CC(=C(N=N1)OC)C(C)N1N=CC(=C1)N)F